C1(CC1)N1N=CC(=C1CO[C@H]1[C@@H]2CN([C@H](C1)C2)C2=CC(=C(C(=O)OC)C=C2)F)C2=C(C=CC=C2Cl)Cl methyl 4-[(1S,4S,5R)-5-[[1-cyclopropyl-4-(2,6-dichlorophenyl)-1H-pyrazol-5-yl]methoxy]-2-azabicyclo[2.2.1]heptan-2-yl]-2-fluorobenzoate